The molecule is a organic sodium salt that is the monosodium salt of thiosultap. It has a role as an insecticide. It contains a thiosultap(1-). CN(C)C(CSS(=O)(=O)O)CSS(=O)(=O)[O-].[Na+]